2'-p-methoxyphenyl-5'-(2-methylpropan-1-yl)-6-oxo-6H-spiro(benzo[d][1,3]dioxin-5,1'-cyclopentane)-3',3'-dicarboxylic acid methyl ester COC(=O)C1(C(C2(C(C1)CC(C)C)C(C=CC=1OCOCC12)=O)C1=CC=C(C=C1)OC)C(=O)O